C[C@@H]1O[C@@H](CN(C1)C=1C=C(C=CC1)C=1N=C(SC1)NC(=O)[C@H]1N(CC1)C(=O)C1=CN(C=C1)S(=O)(=O)C(C)C)C (S)-N-(4-(3-((2S,6R)-2,6-dimethylmorpholino)phenyl)thiazol-2-yl)-1-(1-(isopropylsulfonyl)-1H-pyrrole-3-carbonyl)azetidine-2-carboxamide